N-(4-((3-((4-chlorophenyl)sulfonamido)-5-methylpyridin-2-yl)oxy)phenyl)-2-fluoroacrylamide ClC1=CC=C(C=C1)S(=O)(=O)NC=1C(=NC=C(C1)C)OC1=CC=C(C=C1)NC(C(=C)F)=O